CC1=C(C(=O)NC2=C(C=C(C=C2)S(N[C@H](C)C2CCN(CC2)CCC)(=O)=O)C)C=CC=C1 (R)-2-methyl-N-(2-methyl-4-(N-(1-(1-propylpiperidin-4-yl)ethyl)sulfamoyl)phenyl)benzamide